6-tert-butyl-10-methoxy-2-oxo-9-phenyl-6,7-dihydro-2H-pyrido[2,1-a]isoquinoline-3-carboxylic acid C(C)(C)(C)C1N2C(C3=CC(=C(C=C3C1)C1=CC=CC=C1)OC)=CC(C(=C2)C(=O)O)=O